4'-chloro-10'-(piperazin-1-yl)-5'H-spiro[cyclohexane-1,7'-indolo[1,2-a]quinazolin]-5'-one ClC=1C=2C(N=C3N(C2C=CC1)C1=CC(=CC=C1C31CCCCC1)N1CCNCC1)=O